[C@@H]1(C[C@H](O)[C@@H](CO)O1)N1C(=S)NC(=O)C(C)=C1 thiothymidine